(S)-2-amino-3-(4-tert-butoxyphenyl)-N-(2,2-diethoxyethyl)-N-(quinolin-5-ylmethyl)propionamide Cyanomethyl-N-(pent-4-enoyl)-O-(2-((tetrahydro-2H-pyran-2-yl)oxy)ethyl)-L-serinate C(#N)COC([C@@H](NC(CCC=C)=O)COCCOC1OCCCC1)=O.N[C@H](C(=O)N(CC1=C2C=CC=NC2=CC=C1)CC(OCC)OCC)CC1=CC=C(C=C1)OC(C)(C)C